2-[[7-Acetamido-2,2-dimethyl-6-[4-[(E)-3-oxo-3-phenylprop-1-enyl]phenoxy]-4,4a,6,7,8,8a-hexahydropyrano[3,2-d][1,3]dioxin-8-yl]oxy]propanoic acid C(C)(=O)NC1C(C2OC(OCC2OC1OC1=CC=C(C=C1)\C=C\C(C1=CC=CC=C1)=O)(C)C)OC(C(=O)O)C